NC=1C2=C(N=CN1)N(C(=C2C2=CC=C(C=C2)OC2=NC(=CC=C2)C)C2CN(CC2O)C(=O)OC(C)(C)C)C tert-butyl 3-(4-amino-7-methyl-5-(4-((6-methylpyridin-2-yl)oxy)phenyl)-7H-pyrrolo[2,3-d]pyrimidin-6-yl)-4-hydroxypyrrolidine-1-carboxylate